β-(2-pyridyl)-L-alanine N1=C(C=CC=C1)C[C@H](N)C(=O)O